2-((3-(7-(2-amino-6-fluorophenyl)-6-fluoro-4-hydroxy-2-oxopyrido[2,3-d]pyrimidin-1(2H)-yl)-2-isopropylpyridin-4-yl)mercapto)acetic acid tert-butyl ester C(C)(C)(C)OC(CSC1=C(C(=NC=C1)C(C)C)N1C(N=C(C2=C1N=C(C(=C2)F)C2=C(C=CC=C2F)N)O)=O)=O